C1(=CC=CC=C1)C1=CC=NN1 5-phenyl-1H-pyrazole